C(C)(C)(C)OC(=O)N[C@@H]1[C@@H](SC[C@@H]1NC(=O)OC(C)(C)C)CCCCNC(CCCCCC(=O)OCC1=CC=CC=C1)=O Benzyl 7-((4-((2S,3S,4R)-3,4-bis((tert-butoxycarbonyl) amino) tetrahydrothiophen-2-yl) butyl) amino)-7-oxoheptanoate